C(CCCC)(O)O Pentandiol